(benzo[d]thiazol-5-ylmethyl)((cyclobutylmethyl)amino)-2-oxoacetic acid S1C=NC2=C1C=CC(=C2)COC(C(=O)NCC2CCC2)=O